CN1N=C2C(=CC=C(C2=C1)N1CCN(CC1)C(=O)OC(C)(C)C)C(NC1CC=2N(CC1)N=C(N2)C)=O tert-butyl 4-[2-methyl-7-({2-methyl-5H,6H,7H,8H-[1,2,4]triazolo[1,5-a]pyridin-7-yl}carbamoyl)indazol-4-yl]piperazine-1-carboxylate